2-[4-[1-[6-(5-cyclopropyl-4H-1,2,4-triazol-3-yl)-2-azaspiro[3.3]heptane-2-carbonyl]azetidin-3-yl]phenyl]benzamide C1(CC1)C=1NC(=NN1)C1CC2(CN(C2)C(=O)N2CC(C2)C2=CC=C(C=C2)C2=C(C(=O)N)C=CC=C2)C1